NC1=C2C=NN(C2=CC=C1)CCNC(OC(C)(C)C)=O tert-butyl (2-(4-amino-1H-indazol-1-yl)ethyl)carbamate